N-Phenyl-5-(3-(piperidin-4-yloxy)phenyl)furan-2-carboxamide C1(=CC=CC=C1)NC(=O)C=1OC(=CC1)C1=CC(=CC=C1)OC1CCNCC1